[H-].[Na+] (+/-)-Sodium hydride